[Na].NC1=CC=C(C=C1)[As](O)(O)=O 4-aminophenylarsonic acid sodium